ClC=1C=CC2=C(C1F)S(CC1=C2N(N=C1C(=O)O)C1=CC=C(C=C1)CN1CCOCC1)(=O)=O 7-chloro-6-fluoro-1-(4-(morpholinomethyl)phenyl)-1,4-dihydrothiochromeno[4,3-c]pyrazole-3-carboxylic acid 5,5-dioxide